N-((3R,4S)-4-((8-(((R)-1-cyclopropyl-ethyl)amino)-6-(2,6-difluoro-3,5-di-methoxyphenyl)pyrido[3,4-d]pyrimidin-2-yl)amino)tetrahydrofuran-3-yl)acrylamide C1(CC1)[C@@H](C)NC1=NC(=CC2=C1N=C(N=C2)N[C@H]2[C@H](COC2)NC(C=C)=O)C2=C(C(=CC(=C2F)OC)OC)F